C[C@H]1C[C@H]2[C@@H]([C@@H]1CO[C@H]3[C@@H]([C@H]([C@@H]([C@H](O3)COC(=O)/C=C/C4=CC(=C(C=C4)O)O)O)O)O)[C@@H](C(=O)O2)CO The molecule is a iridoid monoterpenoid isolated from the aerial parts of Verbena litoralis and shown to possess stimulating effects on nerve growth factor. It has a role as a metabolite and a nerve growth factor stimulator. It is an iridoid monoterpenoid, a monoterpene glycoside, a cinnamate ester, a gamma-lactone and a beta-D-glucoside. It derives from a trans-caffeic acid.